5-benzyl-N-(4-methyl-5-oxo-2-(tetrahydro-2H-pyran-4-yl)-5,6,7,8-tetrahydro-4H-pyrazolo[1,5-a][1,3]diazepin-6-yl)-1H-1,2,4-triazole-3-carboxamide C(C1=CC=CC=C1)C1=NC(=NN1)C(=O)NC1C(N(C=2N(CC1)N=C(C2)C2CCOCC2)C)=O